COC([C@H](CC(C)C)N1N=C(C(=C(C1=O)C)C)CCN1CC(C1)F)=O (S)-2-(3-(2-(3-fluoroazetidin-1-yl)ethyl)-4,5-dimethyl-6-oxopyridazine-1(6H)-yl)-4-methylpentanoic acid methyl ester